racemic-boronate B([O-])[O-]